(E)-4-bromobenzaldehyde O-(phenyl-propargyl) oxime C1(=CC=CC=C1)C(C#C)O\N=C\C1=CC=C(C=C1)Br